BrC=1N=C(C=2N(C1)N=CN2)Cl 6-bromo-8-chloro-[1,2,4]triazolo[1,5-A]pyrazine